diphenyl-(o-methoxyphenyl)phosphine C1(=CC=CC=C1)P(C1=C(C=CC=C1)OC)C1=CC=CC=C1